1-((5-(5-methoxybenzo[d]thiazol-2-yl)pyridin-3-yl)methyl)urea COC=1C=CC2=C(N=C(S2)C=2C=C(C=NC2)CNC(=O)N)C1